3-Hydroxy-3-[4-(trifluoromethyl)phenyl]-2-oxa-7-azaspiro[4.4]nonane-7-carboxylic acid tert-butyl ester C(C)(C)(C)OC(=O)N1CC2(CC(OC2)(C2=CC=C(C=C2)C(F)(F)F)O)CC1